P(=O)(OC(C)(C)C)(OC(C)(C)C)OC=1C2=C(C=3[C@@H](CNC3C1)CCl)C=CC=C2 (S)-di-tert-butyl (1-(chloromethyl)-2,3-dihydro-1H-benzo[e]indol-5-yl) phosphate